ClC1=NC(=CC(=C1)OC1CCN(CC1)S(=O)(=O)C)OC=1C=NC=C(C1)C1=CC(=C(C=C1)F)F 2-chloro-6-((5-(3,4-difluorophenyl)pyridin-3-yl)oxy)-4-((1-(methyl-sulfonyl)piperidin-4-yl)oxy)pyridine